2,6-Dimethoxycarbonylphenyl-3,5-dipropyl-4-pyrone COC(=O)C1=C(C(=CC=C1)C(=O)OC)C=1OC=C(C(C1CCC)=O)CCC